C(#N)C1=CC=C(C(=O)NC2(CCC2)C2=CC=C(C=C2)C=2C=NC(=CC2)C(C)(C)O)C=C1 4-cyano-N-(1-(4-(6-(2-hydroxypropan-2-yl)pyridin-3-yl)phenyl)cyclobutyl)benzamide